tert-butyl N-[(3-hydroxy-6-methyl-1-oxo-1,3-dihydro-2-benzofuran-5-yl)methyl]carbamate OC1OC(C2=C1C=C(C(=C2)C)CNC(OC(C)(C)C)=O)=O